CC=1SC(=C(N1)C(=O)N1C2CC(CC1COC1=NC=C(C=C1)C(F)(F)F)C2)C2=CC=CC=C2 2-(2-Methyl-5-phenyl-1,3-thiazol-4-carbonyl)-3-({[5-(trifluoromethyl)pyridin-2-yl]oxy}methyl)-2-azabicyclo[3.1.1]heptan